4-(N,N-dimethyl-carbamimidoyl)benzoic acid CN(C(=N)C1=CC=C(C(=O)O)C=C1)C